N(=[N+]=[N-])C1=CC=C(C=C1)C(CC1=CC=CC=C1)=O p-azidobenzeneacetophenone